3H-spiro[2-benzofuran-1,1'-cyclohexan]-4'-one C12(CCC(CC1)=O)OCC1=C2C=CC=C1